N-(4-(3-(tert-butyl)-1H-pyrazol-1-yl)butyl)-2-methoxy-6-morpholino-1H-benzo[d]imidazole-1-carboxamide C(C)(C)(C)C1=NN(C=C1)CCCCNC(=O)N1C(=NC2=C1C=C(C=C2)N2CCOCC2)OC